2-(2-Methyl-2H-indazol-5-yl)-6-(1,2,3,6-tetrahydropyridin-4-yl)[1,3]thiazolo[4,5-b]pyridin CN1N=C2C=CC(=CC2=C1)C=1SC=2C(=NC=C(C2)C=2CCNCC2)N1